7-Bromo-5-(tert-butyl)benzo[b]thiophene-2-carboxylic acid BrC1=CC(=CC2=C1SC(=C2)C(=O)O)C(C)(C)C